C(C(C)C)SC=1C(=NC=CC1)C#N 3-(isobutylsulfanyl)pyridine-2-carbonitrile